Nickel-Cobalt-Titanium [Ti].[Co].[Ni]